tributyl 2-hydroxypropane-1,2,3-tricarboxylat (tributyl citrate) C(CCC)C(C(C(C(=O)O)(CCCC)CCCC)(O)C(=O)O)C(=O)O.OC(CC(=O)OCCCC)(CC(=O)OCCCC)C(=O)OCCCC